C1(CC1)COC=1C=C(C=CC1OC(F)F)C1CC(N(C1)C(=O)OC(C)(C)C)CO tert-butyl 4-(3-(cyclopropylmethoxy)-4-(difluoromethoxy) phenyl)-2-hydroxymethylpyrrolidine-1-carboxylate